NC1(CCC1)C(=O)N=[S@@](=O)(C)C=1C=C(C=CC1)NC(C1=C(N=CC(=C1C)C(F)(F)F)N1CCC(CCC1)(F)F)=O (R)-N-(3-(N-(1-aminocyclobutane-1-carbonyl)-S-methylsulfonimidoyl)phenyl)-2-(4,4-difluoroazepan-1-yl)-4-methyl-5-(trifluoromethyl)nicotinamide